O6-[2,2-bis[[6-[(Z)-non-3-enoxy]-6-oxo-hexanoyl]oxymethyl]-3-[4-(2-pyrrolidin-1-ylethylcarbamoyloxy)decanoyloxy] propyl] O1-[(Z)-non-3-enyl] hexanedioate C(CCCCC(=O)OCC(COC(CCC(CCCCCC)OC(NCCN1CCCC1)=O)=O)(COC(CCCCC(OCC\C=C/CCCCC)=O)=O)COC(CCCCC(=O)OCC\C=C/CCCCC)=O)(=O)OCC\C=C/CCCCC